1-((1-acryloylazetidin-3-yl)methyl)-7-chloro-6-(3-hydroxynaphthalen-1-yl)quinoxalin-2(1H)-one C(C=C)(=O)N1CC(C1)CN1C(C=NC2=CC(=C(C=C12)Cl)C1=CC(=CC2=CC=CC=C12)O)=O